BrC=1C=C(C2=C(N(N=C2C1)C)C1=CC(=C(C(=O)[O-])C(=C1)OC)OC(F)F)C#N 4-(6-bromo-4-cyano-2-methylindazol-3-yl)-2-(difluoromethoxy)-6-methoxybenzoate